COC=1C=C2C(=NC(=NC2=CC1OC)C)N[C@H](C)C=1C=C(C=CC1)C1=CC=C(C=C1)NC(OC(C)(C)C)=O tert-butyl (3'-{(1R)-1-[(6,7-dimethoxy-2-methylquinazolin-4-yl)-amino]ethyl}-biphenyl-4-yl)carbamate